BrC1=NN2C(C(CCC2)=O)=C1 2-bromo-6,7-dihydropyrazolo-[1,5-a]pyridin-4(5H)-one